ClC=1C=C2C(=CC1Cl)N(C(C21CCN(CC1)CC1=CC(=C(C=C1)Cl)Cl)=O)CCN1CCOCC1 5,6-dichloro-1'-(3,4-dichlorobenzyl)-1-(2-morpholinoethyl)spiro[indoline-3,4'-piperidin]-2-one